CC(CN)CCC 2-methyl-pentanamine